4,5-Dihydro-4-oxofurano[3,2]pyridine O=C1CC=NC2=C1C=CO2